4-((tert-butoxycarbonyl)Amino)-8-((triisopropylsilyl)ethynyl)naphthalene C(C)(C)(C)OC(=O)NC1=CC=CC2=C(C=CC=C12)C#C[Si](C(C)C)(C(C)C)C(C)C